ClC=1C(=C(C=CC1Cl)NC=1C2=C(N=CN1)NC(=C2)C(C2CCN(CC2)C(C=C)=O)O)F 1-(4-((4-((3,4-dichloro-2-fluorophenyl)amino)-7H-pyrrolo[2,3-d]Pyrimidin-6-yl)(hydroxy)methyl)piperidin-1-yl)prop-2-en-1-one